butyl-3,4,7,8-tetrahydro-2H-pyrimido[1,2-a]pyrimidine-1(6H)-carboxylate C(CCC)OC(=O)N1C=2N(CCC1)CCCN2